OC(C(=O)O)CC(C)C 2-Hydroxyisohexanoic acid